FC=1C=C(C=CC1)C1CCC2=NC=3C(=NC(=CC3)C=3C=NC(=NC3)N3CCOCC3)N21 4-(5-(8-(3-fluorophenyl)-7,8-dihydro-6H-pyrrolo[2',1':2,3]imidazo[4,5-b]pyridin-2-yl)pyrimidin-2-yl)morpholine